(2R,3R)-2-(3,4-dihydroxyphenyl)-3,4-dihydro-1(2H)-benzopyran-3,5,7-triol 3-(3,4,5-trihydroxy-benzoate) OC=1C=C(C(=O)O[C@H]2[C@H](OC=3C(C2)=C(C=C(C3)O)O)C3=CC(=C(C=C3)O)O)C=C(C1O)O